4-amino-N-((5-bromopyridin-2-yl)methyl)-7-chloro-N-cyclopropyl-1-methyl-1H-pyrazolo[4,3-c]quinoline-8-carboxamide NC1=NC=2C=C(C(=CC2C2=C1C=NN2C)C(=O)N(C2CC2)CC2=NC=C(C=C2)Br)Cl